OC[C@H](C)N1C=NC2=C(C1=O)C=C(N=C2C=2C=NC=CC2)N2CCCCC2 (S)-3-(1-hydroxypropan-2-yl)-6-(piperidin-1-yl)-8-(pyridin-3-yl)pyrido[3,4-d]pyrimidin-4(3H)-one